NC1=C(C=CC=C1)CC(=O)NC1=CC=C(C=C1)C1=C(C=C(C=C1)C(C(F)(F)F)(C(F)(F)F)O)F 2-(2-aminophenyl)-N-(2'-fluoro-4'-(1,1,1,3,3,3-hexafluoro-2-hydroxypropan-2-yl)-[1,1'-biphenyl]-4-yl)acetamide